NC1=NC=CC(=C1F)CC=1C(OC2=CC(=CC=C2C1C)O)=O 3-[(2-amino-3-fluoropyridin-4-yl)methyl]-7-hydroxy-4-methylchromen-2-one